ethyl (3S)-3-[(2S)-2-amino-4-methylpentanamido]-3-{4,5-difluoro-2',6'-dimethyl-[1,1'-biphenyl]-3-yl}propanoate hydrochloride Cl.N[C@H](C(=O)N[C@@H](CC(=O)OCC)C=1C=C(C=C(C1F)F)C1=C(C=CC=C1C)C)CC(C)C